hexanediol diacrylate dimethacrylate C(C(=C)C)(=O)O.C(C(=C)C)(=O)O.C(C=C)(=O)O.C(C=C)(=O)O.C(CCCCC)(O)O